5-((5-chloro-2-(3,5-dimethyl-1H-pyrazol-1-yl)-6-methylpyrimidin-4-yl)amino)-3-(3-hydroxy-3-methylbutyl)-1-methyl-1,3-dihydro-2H-benzo[d]imidazol-2-one ClC=1C(=NC(=NC1C)N1N=C(C=C1C)C)NC1=CC2=C(N(C(N2CCC(C)(C)O)=O)C)C=C1